C(CCCCCCCCCCC)C(=S)SCC(C(=O)O)C 2-(dodecylthiocarbonylthio)methylpropanoic acid